N[C@@H]1C2=CC(=C(C=C2CC12CCN(CC2)C2=NC=C(C(N2)=O)SC2=CC=C(C=C2)C(C)C)OC)Cl (S)-2-(1-amino-6-chloro-5-methoxy-1,3-dihydrospiro[indene-2,4'-piperidin]-1'-yl)-5-((4-isopropylphenyl)thio)pyrimidin-4(3H)-one